C1(CC1)OC=1C(=CC2=CN(N=C2C1)C1CCC(CC1)C=O)C(=O)NC1=CN=C2N1N=CC=C2 6-Cyclopropoxy-2-((1r,4r)-4-formylcyclohexyl)-N-(imidazo[1,2-b]pyridazin-3-yl)-2H-indazole-5-carboxamide